B(O)(O)C=1C=CC(=NC1F)C(=O)O 5-BORONO-6-FLUOROPICOLINIC ACID